2-(4-trifluoromethylphenyl)-formylquinoline FC(C1=CC=C(C=C1)C1=NC2=CC=CC=C2C=C1C=O)(F)F